1,4-bis{4-(oxiranylmethoxy)phenyl}-1,5-cyclohexadiene O1C(C1)COC1=CC=C(C=C1)C1=CCC(C=C1)C1=CC=C(C=C1)OCC1OC1